3-[4-[4-(1H-benzotriazole-1-yl)butyl]piperazin-1-yl]benzisothiazole hydrochloride Cl.N1(N=NC2=C1C=CC=C2)CCCCN2CCN(CC2)C2=NSC1=C2C=CC=C1